5-chloro-2-((2-(trimethylsilyl)ethoxy)methyl)-2H-pyrazolo[3,4-c]pyridine ClC1=CC=2C(C=N1)=NN(C2)COCC[Si](C)(C)C